2-Chloro-N-([4-[4-[[2-(4-chlorophenyl)-4,4-dimethylcyclohexen-1-yl]methyl]piperazin-1-yl]phenyl]sulfonyl)-3-methyl-5-nitro-4-(tetrahydropyran-4-ylmethylamino)benzamide ClC1=C(C(=O)NS(=O)(=O)C2=CC=C(C=C2)N2CCN(CC2)CC2=C(CC(CC2)(C)C)C2=CC=C(C=C2)Cl)C=C(C(=C1C)NCC1CCOCC1)[N+](=O)[O-]